1-(methylamino)-1,2,3,4,7,8,9,10-octahydrophenanthridin-6(5H)-one CNC1CCCC=2NC(C=3CCCCC3C12)=O